benzyl (2-(3-(3-(pentan-3-ylcarbamoyl)-1H-pyrazol-5-yl)phenyl)oxazole-5-carbonyl)-L-alaninate CCC(CC)NC(=O)C1=NNC(=C1)C=1C=C(C=CC1)C=1OC(=CN1)C(=O)N[C@@H](C)C(=O)OCC1=CC=CC=C1